(E)-4-(Dimethylamino)-N-(2-(6-hydroxy-3,3-dimethylindoline-5-carbonyl)isoindolin-4-yl)-N-methylbut-2-enamide CN(C/C=C/C(=O)N(C)C1=C2CN(CC2=CC=C1)C(=O)C=1C=C2C(CNC2=CC1O)(C)C)C